FC(C(=O)O)(F)F.CC1(CCC1)CNC(=O)C1CCNCC1 N-((1-methylcyclobutyl)methyl)piperidine-4-carboxamide trifluoroacetate